Methyl 6,6-difluoro-2-oxo-1,2,5,6,7,8-hexahydroquinoline-3-carboxylate FC1(CC=2C=C(C(NC2CC1)=O)C(=O)OC)F